BrC1=CC(=C(C(=O)N(C)C[C@H](C)O[Si](C)(C)C(C)(C)C)C=C1)C (S)-4-bromo-N-(2-(tert-butyldimethylsilyloxy)propyl)-N,2-dimethylbenzamide